1-(tert-butyl)-3-(1-(3-methylbenzyl)-2-oxo-1,2,3,4-tetrahydroquinolin-6-yl)urea C(C)(C)(C)NC(=O)NC=1C=C2CCC(N(C2=CC1)CC1=CC(=CC=C1)C)=O